6-bromo-4-chloro-1,3-dimethyl-1,3-dihydro-2H-benzo[d]imidazol-2-one BrC=1C=C(C2=C(N(C(N2C)=O)C)C1)Cl